C(#N)[C@H](C[C@H]1C(NCCC1)=O)NC(=O)[C@H]1N([C@H]2CC([C@@H]1CC2)(F)F)C(=O)C2(C1=CC(=CC=C1C=1C=CC(=CC21)F)F)O (1R,3S,4R)-N-((S)-1-cyano-2-((S)-2-oxopiperidin-3-yl)ethyl)-2-(2,7-difluoro-9-hydroxy-9H-fluorene-9-carbonyl)-5,5-difluoro-2-azabicyclo[2.2.2]octane-3-carboxamide